4-(7-((3-chloro-5-methoxy-7-methyl-1H-indol-4-yl)methyl)-2-cyano-7-azaspiro[3.5]nonan-6-yl)-N-((1-methylazetidin-3-yl)methyl)benzamide ClC1=CNC2=C(C=C(C(=C12)CN1C(CC2(CC(C2)C#N)CC1)C1=CC=C(C(=O)NCC2CN(C2)C)C=C1)OC)C